methyl-acrylketone CC(=O)C(=O)C=C